5-fluoro-2,3-dimethyl-4-(piperazin-1-yl)-1H-indole-7-carboxamide HCl salt Cl.FC=1C(=C2C(=C(NC2=C(C1)C(=O)N)C)C)N1CCNCC1